8-acetyl-2-((1R,5S)-3-azabicyclo[3.1.0]hexan-3-yl)-6-fluoro-3-methylquinazolin-4(3H)-one C(C)(=O)C=1C=C(C=C2C(N(C(=NC12)N1C[C@@H]2C[C@@H]2C1)C)=O)F